N-phenyl-2-[(7-trifluoromethylquinolin-4-yl)amino]benzamide C1(=CC=CC=C1)NC(C1=C(C=CC=C1)NC1=CC=NC2=CC(=CC=C12)C(F)(F)F)=O